C(=O)(O)CNC1(CN(CN(C1)CC(=O)O)CC(=O)O)C1=CC=CC=C1 d-2,2'-(5-((carboxymethyl)amino)-5-phenyldihydropyrimidine-1,3(2H,4H)-diyl)diacetic acid